trans-4-((3-(1-Isopropyl-1H-pyrazol-4-yl)phenyl)(((trans)-4-(4-methoxy-3-methylphenyl) cyclohexyl)methyl) carbamoyl)cyclohexyl (2-fluoropropyl)carbamate FC(CNC(O[C@@H]1CC[C@H](CC1)C(N(C[C@@H]1CC[C@H](CC1)C1=CC(=C(C=C1)OC)C)C1=CC(=CC=C1)C=1C=NN(C1)C(C)C)=O)=O)C